N[C@H]1CN(CCOC1)C=1C=C2CN3[C@@H](C2=CC1)CN(C[C@H]3C)C3=C1C=CC=NC1=C(C=C3)C#N 5-[(4R,10bS)-8-[(6S)-6-amino-1,4-oxazepan-4-yl]-4-methyl-3,4,6,10b-tetrahydro-1H-pyrazino[2,1-a]isoindol-2-yl]quinoline-8-carbonitrile